4-((3,4-dimethoxybenzyl)amino)-7-fluoroimidazo[1,5-a]quinoxaline-8-carboxylic acid COC=1C=C(CNC=2C=3N(C4=CC(=C(C=C4N2)F)C(=O)O)C=NC3)C=CC1OC